FC=1C=C2N(CCN(C2=CC1)C(=O)NC1CNCC1)C1=CC=CC=C1 6-fluoro-4-phenyl-N-(pyrrolidin-3-yl)-3,4-dihydroquinoxaline-1(2H)-Carboxamide